(R)-2-(3-(1-((3-(4-(dimethylamino)piperidin-1-yl)-8-methylpyrido[2,3-d]pyridazin-5-yl)amino)ethyl)-2-fluorophenyl)-2,2-difluoroethanol CN(C1CCN(CC1)C1=CC=2C(=C(N=NC2N[C@H](C)C=2C(=C(C=CC2)C(CO)(F)F)F)C)N=C1)C